N-{1-cyano-2-[(3S)-2-oxopyrrolidin-3-yl]ethyl}-N2-[cyclohexyl(methoxy)acetyl]-4-methyl-L-leucinamide C(#N)C(C[C@H]1C(NCC1)=O)NC([C@@H](NC(C(OC)C1CCCCC1)=O)CC(C)(C)C)=O